2-(6-bromo-3-fluoropyrazin-2-yl)-5-(2-nitro-4-(methylsulfonyl)phenyl)-1,3,4-oxadiazole BrC1=CN=C(C(=N1)C=1OC(=NN1)C1=C(C=C(C=C1)S(=O)(=O)C)[N+](=O)[O-])F